6-methyl-3-(2-trimethylsilylethoxymethyl)-1,3-benzoxazol-2-one CC1=CC2=C(N(C(O2)=O)COCC[Si](C)(C)C)C=C1